(4-chlorothiophene-2-yl)-5-(4-cyclohexylpiperazine-1-yl)thiazole ClC=1C=C(SC1)C=1SC(=CN1)N1CCN(CC1)C1CCCCC1